ClC1=C(C(=O)NC=2C=C3C=C(N(C3=CC2)CCOC)C(=O)NC2=CC(=C(C=C2)Cl)Cl)C=C(C=C1)CNC(C(C)C)=O 5-(2-chloro-5-(isobutyrylaminomethyl)benzoylamino)-N-(3,4-dichlorophenyl)-1-(2-methoxyethyl)-1H-indole-2-carboxamide